C(#N)C1=CC=C(C=C1)[B-](C1=CC=CC=C1)(C1=CC=CC=C1)C1=CC=CC=C1.[Na+] sodium (4-cyanophenyl)triphenylborate